CC1(C2=C(C(C=3C=4C=CC(=CC4NC13)C#N)=O)C=NC(=C2)N2CCN(CC2)C2(CCC2)CCC)C 5,5-Dimethyl-11-oxo-3-[4-(1-propyl-cyclobutyl)-piperazine-1-yl]-6,11-dihydro-5H-pyrido[4,3-b]carbazole-8-carbonitrile